(1,1-dioxotetrahydro-2H-thiopyran-4-yl)-4-(4-(3,4,5-trifluorophenyl)-1H-1,2,3-triazol-1-yl)-1-oxa-7-azaspiro[5.5]undecan-8-one O=S1(CCC(CC1)C1OC2(CC(C1)N1N=NC(=C1)C1=CC(=C(C(=C1)F)F)F)NC(CCC2)=O)=O